COC(CNC(=O)C=1N=CSC1)=O 4-[(2-methoxy-2-oxoethyl)carbamoyl]thiazol